9,9-bis(6-hexyl)-9H-fluorene CCCCCCC1(C2=CC=CC=C2C=2C=CC=CC12)CCCCCC